C(C)(C)C=1C(=CC2=C(N(C(N2)=O)C2CCC(CC2)=O)C1)C=1C(=C(C=2N(C1)N=CN2)OC)C 6-isopropyl-5-(8-methoxy-7-methyl-[1,2,4]triazolo[1,5-a]pyridin-6-yl)-1-(4-oxocyclohexyl)-1,3-dihydro-2H-benzo[d]imidazol-2-one